The molecule is a monocarboxylic acid anion that is the conjugate base of 17-(4-hydroxyphenyl)heptadecanoic acid; major species at pH 7.3. It is a conjugate base of a 17-(4-hydroxyphenyl)heptadecanoic acid. C1=CC(=CC=C1CCCCCCCCCCCCCCCCC(=O)[O-])O